COC=1C=C(CN2CCN(CC2)CC2=CC(=C(OC(C(=O)OCC)(C)C)C(=C2)C(F)(F)F)C)C=CC1C(F)(F)F Ethyl 2-(4-((4-(3-methoxy-4-(trifluoromethyl)benzyl)piperazin-1-yl)methyl)-2-methyl-6-(trifluoromethyl)phenoxy)-2-methylpropanoate